FC1=C(C=CC(=C1)F)C1CC=NN1C(=O)C12CC(C1)(C2)CN2N=CC1=CC(=CC=C21)C#N 1-((3-(5-(2,4-difluorophenyl)-4,5-dihydro-1H-pyrazole-1-carbonyl)bicyclo[1.1.1]pentan-1-yl)methyl)-1H-indazole-5-carbonitrile